[NH4+].N(CCO)(CCO)CCO triethanolamine ammonium salt